(S)-N-[2-(2-methyl-7,8-dihydro-6H-indeno[5,4-d][1,3]oxazol-8-yl)ethyl]propanamide CC=1OC2=C(N1)C=CC=1CC[C@H](C12)CCNC(CC)=O